2-((1,1-dioxidoisothiazolidin-2-yl)methyl)-4-methylquinuclidin-3-one O=S1(N(CCC1)CC1N2CCC(C1=O)(CC2)C)=O